3-(triethoxysilyl)propyl 3-oxobutanoate O=C(CC(=O)OCCC[Si](OCC)(OCC)OCC)C